Cl[SiH]1C[SiH](CCC1)CCCC 1-chloro-3-butyl-1,3-disilacyclohexane